[N+](=O)([O-])C1=CC=C(C=C1)OC(O[C@@H]1[C@](O[C@H](C1)N1C2=NC(=NC(=C2N=C1)N)F)(COC(=O)OC1=CC=C(C=C1)[N+](=O)[O-])C#C)=O carbonic acid [(2r,3s,5r)-5-(6-amino-2-fluoro-purin-9-yl)-2-ethynyl-2-[(4-nitrophenoxy) carbonyloxymethyl] tetrahydrofuran-3-yl] ester (4-nitrophenyl) ester